3-ethyl-1-(4-[6-(1-hydroxypropyl)-4-methylpyridin-3-yl]-[1,2,4]triazolo[1,5-a]1,6-naphthyridin-8-yl)urea C(C)NC(NC1=NC=C2C=C(C=3N(C2=C1)N=CN3)C=3C=NC(=CC3C)C(CC)O)=O